(1s,3r)-N1-[6-chloro-2-(trifluoromethyl)-4-quinolinyl]cyclohexane-1,3-diamine hydrochloride Cl.ClC=1C=C2C(=CC(=NC2=CC1)C(F)(F)F)N[C@@H]1C[C@@H](CCC1)N